BrC1=C(C=C(C(=C1)C)Cl)F 1-Bromo-4-chloro-2-fluoro-5-methylbenzene